N-(3-methyl-4-((5-(4-nitrophenyl)-1H-pyrazol-3-yl)amino)phenyl)methanesulfonamide CC=1C=C(C=CC1NC1=NNC(=C1)C1=CC=C(C=C1)[N+](=O)[O-])NS(=O)(=O)C